ClC=1N=C(N(C1)C(=O)NCC#CC(C)C)OC 4-Chloro-2-methoxy-N-(4-methylpent-2-yn-1-yl)-1H-imidazole-1-carboxamide